N(=[N+]=[N-])C=1C=C(C(C(=O)NCCSSCCNC(C=2C(O)=CC(=CC2)N=[N+]=[N-])=O)=CC1)O Bis[2-(4-azidosalicylamido)ethyl] disulfide